4-phenyl-2-(4-(2-phenylmorpholino)butyl)pyridazin-3(2H)-one C1(=CC=CC=C1)C=1C(N(N=CC1)CCCCN1CC(OCC1)C1=CC=CC=C1)=O